CC(CC(C)C)CC(O[Si](OCC)(OCC)CCC)(N)CCC 1,3-dimethylbutyl-propyl-amino-propyl-triethoxysilane